[Si](C)(C)(C(C)(C)C)OCC1=CC=C(C=C1)C1CCN(CC1)C=1C=CC(=NC1)N 5-(4-(4-(((tert-butyldimethylsilyl)oxy)methyl)phenyl)piperidin-1-yl)pyridin-2-amine